(S)-3-(1-amino-1,3-dihydrospiro[indene-2,4'-piperidin]-1'-yl)-6-(2,3-dichlorophenyl)-5-methylpyrazine-2-carbaldehyde N[C@@H]1C2=CC=CC=C2CC12CCN(CC2)C=2C(=NC(=C(N2)C)C2=C(C(=CC=C2)Cl)Cl)C=O